decanediol adipate C(CCCCC(=O)O)(=O)O.C(CCCCCCCCC)(O)O